C(CCC)C1=NC(=C2N=C(N(C2=N1)COCC[Si](C)(C)C)I)N n-butyl-8-iodo-9-(2-trimethylsilylethoxymethyl)purin-6-amine